(2R,3S,4S,5R,6S)-2-(hydroxymethyl)-6-(1-isopropyl-4-(4-methoxybenzyl)-5-methyl-1H-pyrazol-3-yloxy)tetrahydro-2H-pyran-3,4,5-triol OC[C@H]1O[C@H]([C@@H]([C@H]([C@@H]1O)O)O)OC1=NN(C(=C1CC1=CC=C(C=C1)OC)C)C(C)C